3-(5-(((1S,2S)-2-(3-(1-((1-methylcyclobutyl)sulfonyl)piperidin-4-yl)azetidin-1-yl)cyclohexyl)oxy)-1-oxoisoindolin-2-yl)piperidine-2,6-dione CC1(CCC1)S(=O)(=O)N1CCC(CC1)C1CN(C1)[C@@H]1[C@H](CCCC1)OC=1C=C2CN(C(C2=CC1)=O)C1C(NC(CC1)=O)=O